6-[7-(aminocarbonyl)-5-fluoro-2H-indazol-2-yl]-1,2,3,4-tetrahydroisoquinolinium chloride [Cl-].NC(=O)C1=CC(=CC2=CN(N=C12)C=1C=C2CC[NH2+]CC2=CC1)F